O(N)CCCCON 1,4-bisaminoxyl-butane